1-cyclopropyl-2,2,2-trifluoroethylpropanamide C1(CC1)C(C(F)(F)F)C(C(=O)N)C